(2-morpholinothiazole-4-carbonyl)-Z-serine O1CCN(CC1)C=1SC=C(N1)C(=O)N[C@@H](CO)C(=O)O